2-(dibenzo[b,d]furan-4-yl)-4,5-bis(methyl-d3)pyridine C1=CC=C(C=2OC3=C(C21)C=CC=C3)C3=NC=C(C(=C3)C([2H])([2H])[2H])C([2H])([2H])[2H]